methyl 3-{[2-(4-chlorophenyl) imidazo[1,2-a]pyridin-3-yl] methyl}-3,8-diazabicyclo[3.2.1]octane-8-carboxylate ClC1=CC=C(C=C1)C=1N=C2N(C=CC=C2)C1CN1CC2CCC(C1)N2C(=O)OC